Benzyl (2R,3R)-3-Cyclopropylaziridine-2-Carboxylate C1(CC1)[C@@H]1[C@@H](N1)C(=O)OCC1=CC=CC=C1